2-[4-[4-[[(3S)-2,6-Dioxo-3-piperidyl]oxy]phenyl]-1-piperidyl]acetic acid O=C1NC(CC[C@@H]1OC1=CC=C(C=C1)C1CCN(CC1)CC(=O)O)=O